C(C)C1=NC(=NC=C1)N Ethyl-pyrimidin-2-amine